tert-butyl N-[(1R)-1-[(17-amino-3,6,9,12,15-pentaoxaheptadecan-1-yl)carbamoyl]-3-[(3-bromo-2,4,6-trimethylphenyl)carbamoyl]propyl]carbamate NCCOCCOCCOCCOCCOCCNC(=O)[C@@H](CCC(NC1=C(C(=C(C=C1C)C)Br)C)=O)NC(OC(C)(C)C)=O